(S)-8-((3S,5R)-3,5-dimethylpiperazin-1-yl)-l-1-(4-fluorophenyl)-3-methoxy-10-(trifluoromethyl)-3,4-dihydro-2H,6H-[1,4]thiazepino[2,3,4-ij]quinazolin-6-one C[C@H]1CN(C[C@H](N1)C)C1=NC(N2C3=C(C=C(C=C13)C(F)(F)F)S(C[C@H](C2)OC)C2=CC=C(C=C2)F)=O